tert-butyl (2-chloro-4-formyl thiophen-3-yl)carbamate ClC=1SC=C(C1NC(OC(C)(C)C)=O)C=O